C(#N)C=1C=C(C=CC1)NC(=NC#N)N 3-cyanophenyl-2-cyanoguanidine